(E)-N-(2-bromo-4-fluorobenzylidene)-2-methylpropane-2-sulfinamide BrC1=C(\C=N\S(=O)C(C)(C)C)C=CC(=C1)F